C(C)(C)(C)OC(=O)N1C[C@H]([C@@H](CC1)N1CCN(CC1)C1=CC=CC=2N(C(N(C21)C)=O)C2C(NC(CC2)=O)=O)F (3R,4R)-4-(4-(1-(2,6-dioxopiperidin-3-yl)-3-methyl-2-oxo-2,3-dihydro-1H-benzo[d]imidazol-4-yl)piperazin-1-yl)-3-fluoropiperidine-1-carboxylic acid tert-butyl ester